O[C@@H]1C[C@H](N(C1)C([C@H](C(C)(C)C)N1N=NC(=C1)CN1CC2=CC=CC=C2C1)=O)C(=O)NC (2S,4R)-4-hydroxy-1-[(2S)-2-[4-(isoindolin-2-ylmethyl)triazol-1-yl]-3,3-dimethyl-butanoyl]-N-methyl-pyrrolidine-2-carboxamide